CN(C(=O)C=1NC=C(N1)N=NN)C Dimethyl-(triazeno)imidazolecarboxamide